methyl-amino-6-(2,6-dimethylpyridin-4-yl)-5-(4-fluorophenyl)pyrazine CC=1C(=NC(=C(N1)C1=CC=C(C=C1)F)C1=CC(=NC(=C1)C)C)N